N([N+](=O)[O-])N1N=C(N=C1[N+](=O)[O-])N 1-nitramino-3-amino-5-nitro-1,2,4-triazole